N-(6-(4-(3-chloro-4-(2-chloroethoxy)-5-cyanophenoxy)phenyl)quinoxalin-2-yl)methanesulfonamide ClC=1C=C(OC2=CC=C(C=C2)C=2C=C3N=CC(=NC3=CC2)NS(=O)(=O)C)C=C(C1OCCCl)C#N